propylpentane C(CC)CCCCC